2,2-bis(4-hydroxy-3-tertiarybutylcyclohexyl)propane OC1C(CC(CC1)C(C)(C)C1CC(C(CC1)O)C(C)(C)C)C(C)(C)C